1-[(2R,6R)-6-[[bis(4-methoxyphenyl)-phenyl-methoxy]methyl]-6-(triisopropylsiloxy-methyl)-1,4-dioxan-2-yl]pyrimidine-2,4-dione COC1=CC=C(C=C1)C(OC[C@]1(COC[C@@H](O1)N1C(NC(C=C1)=O)=O)CO[Si](C(C)C)(C(C)C)C(C)C)(C1=CC=CC=C1)C1=CC=C(C=C1)OC